FC=1C=C(C(NC1)=O)[C@@H](C)NC=1C=CC=2N(N1)C(=CN2)C=2N=NC=C(C2)CCO (R)-5-fluoro-3-(1-((3-(5-(2-hydroxyethyl)pyridazin-3-yl)imidazo[1,2-b]pyridazin-6-yl)amino)ethyl)pyridin-2(1H)-one